D-lactosamine OC1[C@H](N)[C@@H](O)[C@H](O[C@H]2[C@H](O)[C@@H](O)[C@@H](O)[C@H](O2)CO)[C@H](O1)CO